N1=CC(=CC=C1)N1CCN(CC1)C(=O)OC(C)(C)C tert-butyl 4-(pyridin-3-yl)piperazine-1-carboxylate